C(C1=CC=CC=C1)OCCC1=CC2=C(N(CO2)C=2C(=NC(=CC2)OCC2=CC=CC=C2)OCC2=CC=CC=C2)C=C1 6-(2-(benzyloxy)ethyl)-3-(2,6-bis(benzyloxy)pyridin-3-yl)benzo[d]Oxazole